4-chloro-N-(1,1-dimethylsilacyclohex-4-yl)-1H-pyrrolo[2,3-c]pyridine-2-carboxamide ClC1=C2C(=CN=C1)NC(=C2)C(=O)NC2CC[Si](CC2)(C)C